N-(6-amino-2-pyridyl)-2,4,6-trifluoro-N-methyl-benzamide NC1=CC=CC(=N1)N(C(C1=C(C=C(C=C1F)F)F)=O)C